BrC1=CN=C(C=2N1C=CN2)NC=2C=NN(C2)C2CCN(CC2)C(=O)OC(C)(C)C tert-butyl 4-(4-((5-bromoimidazo[1,2-a]pyrazin-8-yl)amino)-1H-pyrazol-1-yl)piperidine-1-carboxylate